(R)-5-(2-(dimethylamino)ethoxy)-N-(1-(2-(1-isopropyl-1H-pyrazol-4-yl)quinolin-4-yl)ethyl)-2-methylbenzamide CN(CCOC=1C=CC(=C(C(=O)N[C@H](C)C2=CC(=NC3=CC=CC=C23)C=2C=NN(C2)C(C)C)C1)C)C